(2R)-2-(tert-butoxycarbonylamino)-4-hydroxy-butyric acid C(C)(C)(C)OC(=O)N[C@@H](C(=O)O)CCO